COC(/C(=C/C(=O)O)/C)=O (E)-4-methoxy-3-methyl-4-oxobut-2-enoic acid